OC=1C=C(C=CC1O)C=O (3,4-dihydroxyphenyl)methanone